(Z)-N-Methyl-2-(3-((1-(5-(4-methylpyridin-3-yl)-2-oxo-1H-pyrrolo[2,3-c]pyridin-3(2H)-ylidene)ethyl)amino)-1H-pyrazol-1-yl)acetamide CNC(CN1N=C(C=C1)N\C(\C)=C\1/C(NC2=CN=C(C=C21)C=2C=NC=CC2C)=O)=O